FC1=C(C=C(C=C1)C1=CC(=NO1)CN1C(=NC2=CC=CC=C2C1=O)CC(F)(F)F)O 3-((5-(4-Fluoro-3-hydroxyphenyl)isoxazol-3-yl)methyl)-2-(2,2,2-trifluoroethyl)quinazolin-4(3H)-one